Methyl 4-(bromomethyl)-6-chloro-2-methoxynicotinate tert-Butyl-acetate C(C)(C)(C)OC(C)=O.BrCC1=CC(=NC(=C1C(=O)OC)OC)Cl